FC1=CC=C(C=N1)C1=CC2=C(N=C(S2)N2C([C@H]3[C@H]4C=C[C@@H]([C@H]3C2=O)C4)=O)C=C1 (1R,2S,6R,7S)-4-[6-(6-fluoro-3-pyridyl)-1,3-benzothiazol-2-yl]-4-azatricyclo[5.2.1.02,6]dec-8-ene-3,5-dione